Methyl-cis-3-(((tert-butyldiphenylsilyl)oxy)methyl)tetrahydro-1H-pyrrolizine C[C@@H]1C[C@@H](N2CCC=C12)CO[Si](C1=CC=CC=C1)(C1=CC=CC=C1)C(C)(C)C